ClC1=CC=C(C=C1)[C@@]1(N(C(C2=CC(=CC=C12)C(C)(C)O)=O)CC1=NC=C(C=C1)Cl)OCC1(COC1)C (3R)-3-(4-chlorophenyl)-2-[(5-chloropyridin-2-yl)methyl]-6-(2-hydroxypropan-2-yl)-3-[(3-methyloxetan-3-yl)methoxy]-2,3-dihydro-1H-isoindol-1-one